ClC1=[N+](C=C(C(=C1)[N+](=O)[O-])C)[O-] 2-CHLORO-5-METHYL-4-NITRO-PYRIDINE-1-OXIDE